N-tert-butoxycarbonyl-3-methyl-3-hydroxypiperidine C(C)(C)(C)OC(=O)N1CC(CCC1)(O)C